2-(2-(2,2-difluoroacetyl)piperidin-4-yl)-5-oxopyrazolin FC(C(=O)C1NCCC(C1)N1NC(C=C1)=O)F